NC1CCC(CC1)N1C2=NC(=NC=C2N=C1NC1=CC(=CC=C1)Cl)NCC1CC1 9-((1r,4r)-4-aminocyclohexyl)-N8-(3-chlorophenyl)-N2-(cyclopropylmethyl)-9H-purine-2,8-diamine